ClC=1SC(=CN1)[C@H]1CSC2N1C(C(=CN2C)C2=CC=CC=C2)=O (3R)-3-(2-chlorothiazol-5-yl)-8-methyl-5-oxo-6-phenyl-2,3-dihydrothiazolo[3,2-a]Pyrimidine